BrC=1C(=NC(=NC1)NC1=CC(=C(C=C1OCC)N1CCC(CC1)=O)CC)NC=1C(=C2C=NC(=NC2=CC1)CC)P(=O)(C)C 1-(4-((5-bromo-4-((5-(dimethylphosphoryl)-2-ethylquinazolin-6-yl)amino)pyrimidin-2-yl)amino)-5-ethoxy-2-ethylphenyl)piperidin-4-one